CC1=CC=C(C=C1)PC1=CC=C(C=C1)C.[Li] lithium bis(p-methylphenyl)phosphine